C1CC12OCCN(C2)C(=O)N 4-oxa-7-azaspiro[2.5]octane-7-carboxamide